ClC=1C=C(C=CC1)NC(NC1=CC=C(COC2=C(C(=O)N)C=CC=C2)C=C1)=O 2-(4-(3-(3-chlorophenyl)ureido)benzyloxy)benzamide